Tert-butyl-3-(ethylamino)-6-(1-(2-((4-methyl-3-(trifluoromethyl)phenyl)amino)-2-oxoethyl)-1H-pyrazol-4-yl)-1H-indazole-1-carboxylic acid C(C)(C)(C)C1=C2C(=NN(C2=CC(=C1)C=1C=NN(C1)CC(=O)NC1=CC(=C(C=C1)C)C(F)(F)F)C(=O)O)NCC